(Z)-3-acetylamino-4-(2,4,5-trifluorophenyl)-2-butenoic acid benzyl ester C(C1=CC=CC=C1)OC(\C=C(\CC1=C(C=C(C(=C1)F)F)F)/NC(C)=O)=O